OC1=C(C=C(C=C1)/C=C/C(=O)C1=C(C=CC=C1)O)I (E)-3-(4-Hydroxy-3-iodophenyl)-1-(2-hydroxyphenyl)prop-2-en-1-one